2-(4-methoxyphenyl)-1-methyl-1H-indole COC1=CC=C(C=C1)C=1N(C2=CC=CC=C2C1)C